COC(CCCOC1=CC=C(C=N1)CNC1=CC(=NC=2N1N=CC2CC)N2[C@@H](CCCC2)CCO)OC 2-[(2S)-1-[7-[[6-(4,4-dimethoxybutoxy)-3-pyridyl]methylamino]-3-ethyl-pyrazolo[1,5-a]pyrimidin-5-yl]-2-piperidyl]ethanol